[Ca+2].C(CCC)(=O)[O-].C(CCC)(=O)[O-] Butyrate Calcium Salt